FC=1C(=C(C(=CC1)F)C=1C(=CC2=C(N(C(N=C2N2[C@H](CN(CC2)C(C=C)=O)C)=O)C=2C(=NC=CC2C)C(C)C)N1)F)O (M)-7-(3,6-difluoro-2-hydroxyphenyl)-6-fluoro-1-(4-methyl-2-(2-propanyl)-3-pyridinyl)-4-((2S)-2-methyl-4-(2-propenoyl)-1-piperazinyl)pyrido[2,3-d]pyrimidin-2(1H)-one